C(CCC)C1OC(C2=CC(=CC=C12)C#N)=O 1-butyl-3-oxo-1,3-dihydroisobenzofuran-5-carbonitrile